2-[8-methyl-7-(pyrrolidine-1-carbonyl)-4,5-dihydrofuro[2,3-g]indazol-2-yl]-N-(3-propan-2-yloxypropyl)acetamide CC1=C(OC=2CCC3=CN(N=C3C21)CC(=O)NCCCOC(C)C)C(=O)N2CCCC2